NCCCN1[C@@H](CCCC1)C(=O)N (2S)-1-(3-Aminopropyl)piperidine-2-carboxamide